methyl 6-methoxybenzo[b]thiophene-2-carboxylate COC=1C=CC2=C(SC(=C2)C(=O)OC)C1